N-(2-chloro-4-pyridyl)-2-[2-chloro-4-(trifluoro-methoxy)phenoxy]-5-(trifluoromethyl)pyridine ClC1=NC=CC(=C1)N1C(C=CC(=C1)C(F)(F)F)OC1=C(C=C(C=C1)OC(F)(F)F)Cl